FC(C)(F)C=1C=C(C=CC1)N1C(OC(=C1)C)C1=CC=C(C=C1)OC(F)F N-(3-(1,1-difluoroethyl)phenyl)-2-(4-(difluoromethoxy)phenyl)-5-methyloxazole